COCOC=1C=C(C=CC1B1OC(C(O1)(C)C)(C)C)C=1C=CC=2C(N1)=CN(N2)C 5-(3-(methoxymethoxy)-4-(4,4,5,5-tetramethyl-1,3,2-dioxaborolan-2-yl)phenyl)-2-methyl-2H-pyrazolo[4,3-b]pyridine